cis-2-(8-methylamino-2-oxo-8-phenyl-1,3-diazaspiro[4.5]decan-3-yl)-benzamide CNC1(CCC2(CN(C(N2)=O)C2=C(C(=O)N)C=CC=C2)CC1)C1=CC=CC=C1